3-(hydroxymethyl)-1-oxa-9-azaspiro[5.5]undecane-9-carboxylic acid tert-butyl ester C(C)(C)(C)OC(=O)N1CCC2(CCC(CO2)CO)CC1